ClC=1C=C(C=C(C1)Cl)C1=CC=NC=2N1N=C(C2C2=NN=C1N2C=C(C=C1)C(F)(F)F)SCC 3-(7-(3,5-dichlorophenyl)-2-(ethylthio)pyrazolo[1,5-a]pyrimidin-3-yl)-6-(trifluoromethyl)-[1,2,4]triazolo[4,3-a]pyridine